(E)-N-(3'-(1-((5-cyclopentyl-1H-pyrazol-3-yl)amino)-1-oxopropan-2-yl)-3-fluoro-[1,1'-biphenyl]-4-yl)-4-(dimethylamino)but-2-enamide C1(CCCC1)C1=CC(=NN1)NC(C(C)C=1C=C(C=CC1)C1=CC(=C(C=C1)NC(\C=C\CN(C)C)=O)F)=O